(S)-2-((2-(4-cyano-phenyl)propyl)-amino)-N-(5-(1-(2-oxo-2-(pyrrolidin-1-yl)Ethyl)-1H-pyrazol-4-yl)-pyridin-2-yl)-2-phenylacetamide C(#N)C1=CC=C(C=C1)C(CN[C@H](C(=O)NC1=NC=C(C=C1)C=1C=NN(C1)CC(N1CCCC1)=O)C1=CC=CC=C1)C